ethyl 4-(difluoromethyl)-4,5,6,7-tetrahydropyrazolo[1,5-a]pyridine-2-carboxylate FC(C1C=2N(CCC1)N=C(C2)C(=O)OCC)F